FC(C(=O)O)(F)F.ClC1=C(C=CC(=C1OC=1C(=C2C(N(C=NC2=CC1)C)=O)C)F)NS(=O)(=O)N1C[C@@H](CC1)OC(F)F (R)-N-(2-chloro-3-((3,5-dimethyl-4-oxo-3,4-dihydroquinazolin-6-yl)oxy)-4-fluorophenyl)-3-(difluoromethoxy)pyrrolidine-1-sulfonamide trifluoroacetate